NC1(CCN(CC1)C=1N=C2C(=NC1)N=C(C=C2)SC2=C(C(=NC=C2)NCCOC)Cl)C 4-((2-(4-amino-4-methylpiperidin-1-yl)pyrido[2,3-b]pyrazin-6-yl)thio)-3-chloro-N-(2-methoxyethyl)pyridin-2-amine